COCCOC=1C=C(C#N)C=CC1 3-(2-methoxyethoxy)benzonitrile